9-(4-(4-acetylpiperazin-1-yl)phenyl)-2-(tert-butyl)-4-methyl-8-(4-((4-(methylsulfonyl)piperidin-1-yl)methyl)phenyl)-1,2,4,7-tetrahydro-3H-pyrrolo[3',2':5,6]pyrido[3,4-d]pyrimidin-3-one C(C)(=O)N1CCN(CC1)C1=CC=C(C=C1)C1=C(NC2=C1C1=C(N(C(N(C1)C(C)(C)C)=O)C)C=N2)C2=CC=C(C=C2)CN2CCC(CC2)S(=O)(=O)C